CC1(C(N(C(N1)=O)C=1C=NC(=CC1)OC1=CC=C(C2=C1C1(CC1)CO2)C)=O)C 5,5-dimethyl-3-[6-(7-methyl-spiro[2H-benzofuran-3,1'-cyclopropan]-4-yl)oxy-3-pyridinyl]imidazolidine-2,4-dione